4,7-Dioxa-decan-1,10-diamin C(CCOCCOCCCN)N